methyl 2-(trans-4-aminocyclohexyl)-7-bromo-2,4-dimethylbenzo[d][1,3]dioxole-5-carboxylate hydrochloride Cl.N[C@@H]1CC[C@H](CC1)C1(OC2=C(O1)C(=CC(=C2C)C(=O)OC)Br)C